decenyl butyrate cyclohexylethyl-acetate C1(CCCCC1)CCOC(C)=O.C(CCC)(=O)OC=CCCCCCCCC